(S)-3-amino-4,4-difluoro-N-(4-(trifluoromethoxy)phenyl)piperidine-1-carboxamide N[C@H]1CN(CCC1(F)F)C(=O)NC1=CC=C(C=C1)OC(F)(F)F